(NE)-N-[1-[3-(6-isopropylidene-4-methyl-5-oxo-1,3,4-oxadiazin-2-yl)pyrazin-2-yl]ethylidene]-2-methyl-propane-2-sulfinamide C(C)(C)=C1C(N(N=C(O1)C=1C(=NC=CN1)\C(\C)=N\S(=O)C(C)(C)C)C)=O